C1=CC=C(C=2OC3=C(C21)C=CC=C3)C=3C=C(C=CC3)C=3C=CC2=C(C3)C=3C(=NC=1C4=C(C5=C(C1N3)C=CC=C5)C=CC=C4)O2 13-[3-(dibenzofuran-4-yl)phenyl]dibenzo[f,h][1]benzofuro[2,3-b]quinoxaline